COC=1C=C2C(=NC(=NC2=CC1OCCCN1CCCC1)N1CCCC1)NC1=NNC(=C1)C 6-methoxy-N-(5-methyl-1H-pyrazol-3-yl)-2-(pyrrolidin-1-yl)-7-(3-(pyrrolidin-1-yl)propoxy)quinazolin-4-amine